BrC1=C(C(=O)N(CC)CC)C=C(C=C1)OC 2-bromo-N,N-diethyl-5-methoxy-benzamide